ClC1=CC=C(C(=N1)C(=O)O)N[C@H](C)C1=C2N=C(C(=NC2=CC(=C1)C)C#N)N1CC2(CCC(N2)=O)CC1 6-chloro-3-(((1R)-1-(2-cyano-7-methyl-3-(2-oxo-1,7-diazaspiro[4.4]nonan-7-yl)quinoxalin-5-yl)ethyl)amino)picolinic acid